trioctylamine nonanoate C(CCCCCCCC)(=O)O.C(CCCCCCC)N(CCCCCCCC)CCCCCCCC